tert-butyl (2-((9-(2-((2S,4R)-2-((3-chloro-2-fluorobenzyl)carbamoyl)-4-fluoropyrrolidin-1-yl)-2-oxoethyl)-9H-purin-6-yl)amino)ethyl)carbamate ClC=1C(=C(CNC(=O)[C@H]2N(C[C@@H](C2)F)C(CN2C3=NC=NC(=C3N=C2)NCCNC(OC(C)(C)C)=O)=O)C=CC1)F